(3-(1,1-difluoroethyl)phenyl)-1-(3-((1,3-dioxoisoindolin-2-yl)methyl)phenyl)-3-methyl-5-oxo-4,5-dihydro-1H-pyrazole FC(C)(F)C=1C=C(C=CC1)C1C(=NN(C1=O)C1=CC(=CC=C1)CN1C(C2=CC=CC=C2C1=O)=O)C